C(C(C)C)C=1C(NC2=CC=CC=C2C1)=O Iso-butyl-quinolone